ClC1=C(C(=O)N[C@H]2[C@H]3CC[C@@H](C2)N3C#N)C=CC(=C1)C1=NC(=CC=C1)C1(CCC1)C#N 2-chloro-N-((1R,2R,4S)-7-cyano-7-azabicyclo[2.2.1]heptan-2-yl)-4-(6-(1-cyanocyclobutyl)-2-pyridinyl)benzamide